4-pyridin-2-ylmethyl-1,3,5-triazine-2,4-diamine N1=C(C=CC=C1)CC1(NC(=NC=N1)N)N